3-methoxy-N-methyl-4-((2,4,9-trimethyl-10-oxo-9,10-dihydro-4H-pyrimido[5,4-b]thiazolo[5,4-e][1,4]diazepin-6-yl)amino)benzamide COC=1C=C(C(=O)NC)C=CC1NC=1N=CC=2N(C(C3=C(N(C2N1)C)SC(=N3)C)=O)C